Furanoquinolinedione N=1C(C(C=C2C=CC3=C(C12)C=CO3)=O)=O